azobis[2-methyl-N-(2-hydroxyethyl)propionamide] N(=NC(C(=O)NCCO)(C)C)C(C(=O)NCCO)(C)C